2-bromo-N-cyclopentyl-2,2-difluoroacetamide BrC(C(=O)NC1CCCC1)(F)F